FC(C1=CC(=C(C=C1)C1=NN=C(C2=CC=CC=C12)NC1CN2CCC1CC2)OCOC)F N-(4-(4-(difluoromethyl)-2-(methoxymethoxy)phenyl)phthalazin-1-yl)quinuclidin-3-amine